FC(CNC=1N=CC2=C(N1)NC=C2C2=CC1=C(C(NCCO1)=O)C=C2)(C)F 8-(2-((2,2-difluoropropyl)amino)-7H-pyrrolo[2,3-d]pyrimidin-5-yl)-3,4-dihydrobenzo[1,4]oxazepin-5(2H)-one